C(#N)C1=CC=2N(N=C1)C(=CC2)C2=CC(=C(C=N2)C2=NN=C(S2)C2CCC(CC2)NC(C)=O)NC21CCC(CC2)(CC1)O N-((1r,4r)-4-(5-(6-(3-cyanopyrrolo[1,2-b]pyridazin-7-yl)-4-((4-hydroxybicyclo[2.2.2]octan-1-yl)amino)pyridin-3-yl)-1,3,4-thiadiazol-2-yl)cyclohexyl)acetamide